3,5-di-tert-butyl-4-hydroxyphenylpropionic acid octyl ester C(CCCCCCC)OC(C(C)C1=CC(=C(C(=C1)C(C)(C)C)O)C(C)(C)C)=O